2-((1r,4r)-4-(2-((3-isopropyl-5-oxo-1,2,4-oxadiazol-4(5H)-yl)methyl)imidazo[4,5-d]Pyrrolo[2,3-b]Pyridin-1(6H)-yl)cyclohexyl)acetonitrile C(C)(C)C1=NOC(N1CC1=NC=2C(=C3C(=NC2)NC=C3)N1C1CCC(CC1)CC#N)=O